C=1(C(=CC=CC1)C(=O)O)C=CC1=CC=CC=C1 stilbenoic acid